2-(((5-chlorothiophen-2-yl)methyl)amino)ethan-1-ol ClC1=CC=C(S1)CNCCO